CS(=O)(=O)C1=CC=C(C=C1)C=1C=CC=2N(N1)C(=CN2)C=2C=C(C=CC2)CO [3-[6-(4-methylsulfonyl-phenyl)imidazo[1,2-b]pyridazin-3-yl]phenyl]methanol